ClC=1C(=C(C(=CC1)F)OB(O)O)O (3-chloro-6-fluoro-2-hydroxyphenyl)boric acid